BrC1=CC=2NC(C=3N(C2N=C1)N=C(C3)Cl)=O 7-Bromo-2-chloropyrazolo[1,5-a]pyrido[3,2-e]pyrazine-4(5H)-one